1-{[6-chloro-5-(trifluoromethyl)(2-pyridyl)]amino}-4-(3-hydroxy-pentyl)-3-methylazoline-2,5-dione ClC1=C(C=CC(=N1)NN1C(C(=C(C1=O)CCC(CC)O)C)=O)C(F)(F)F